2-bromo-N-(4-fluorophenyl)acetamide C1=CC(=CC=C1NC(=O)CBr)F